ClC1=C(C=C(C=C1)C1=NN(C(=N1)C(C(=O)NCC1=CC(=NC(=C1)C([2H])([2H])[2H])C([2H])([2H])[2H])(F)F)CC)F 2-[3-(4-chloro-3-fluorophenyl)-1-ethyl-1H-1,2,4-triazol-5-yl]-N-{[2,6-di(2H3)methylpyridin-4-yl]methyl}-2,2-difluoroacetamide